2,2',2'',2'''-((((2-(3-(2-((2-aminoethyl)amino)ethyl)-2-oxoimidazolidin-1-yl)ethyl)azanediyl)bis(ethane-2,1-diyl))bis(azanetriyl))tetraacetonitrile NCCNCCN1C(N(CC1)CCN(CCN(CC#N)CC#N)CCN(CC#N)CC#N)=O